ClC=1C=C(C=CC1Cl)C=1N(C(=CC(C1C(=O)OCC)=O)CN1C(=NN=C1)C(F)F)CC ethyl 2-(3,4-dichlorophenyl)-6-[[3-(difluoromethyl)-1,2,4-triazol-4-yl]methyl]-1-ethyl-4-oxo-pyridine-3-carboxylate